C(=O)(O)/C=C/C(=O)[O-].C[NH+](CCC1=CNC2=CC=CC(=C12)OC(CC)=O)C dimethyl({2-[4-(propanoyloxy)-1H-indol-3-yl]ethyl})azanium (2E)-3-carboxyprop-2-enoate